2-chloro-4-(2-hydroxyphenyl)pyrimidine ClC1=NC=CC(=N1)C1=C(C=CC=C1)O